C1(CCCCC1)NC(ON=C1CCCCC1)=NC1CCCCC1 1,3-dicyclohexyl-O-(N-cyclohexylideneamino)-isourea